CC(COC(C)=O)CC(CC(CC(C)C)C)C.C1(CC1)C1=CC(=C2C=CC(=CC2=C1)C(=O)NC(C)C)C1=CC=C(C=C1)C(F)(F)F 7-cyclopropyl-N-isopropyl-5-[4-(trifluoromethyl)phenyl]naphthalene-2-carboxamide 2,4,6,8-tetramethylnonyl-acetate